[GeH](=O)[O-].[Al+3].[GeH](=O)[O-].[GeH](=O)[O-] aluminum germanate salt